C(C1=CC=CC=C1)SC=1N=C2C(OCCN2C1)C1CC1 2-(benzylsulfanyl)-8-cyclopropyl-5H,6H,8H-imidazo[2,1-c][1,4]oxazine